ClC1=C(C=CC(=C1)Cl)C=1C=C(C(=NC1)O)NC(=O)C1=C(C(=O)O)C=C(C=C1)C(N=S(=O)(C)C)=O 2-((5-(2,4-dichlorophenyl)-2-hydroxypyridin-3-yl)carbamoyl)-5-((dimethyl(oxo)-λ6-sulfaneylidene)-carbamoyl)benzoic acid